dodecanthiolate C(CCCCCCCCCCC)[S-]